C(=O)(OCC1=CC=CC=C1)C(C(OC1=CC=CC=C1)(OC1=CC=CC=C1)N)N CBZdiaminodiphenoxyethane